(3-(4-propoxyphenoxy)propyl)morpholine tert-Butyl-4-(7-(4-cyanopyridin-2-yl)-5-(pyrrolidin-1-yl)-7H-pyrrolo[2,3-d]pyrimidin-4-yl)-3,3-dimethylpiperazine-1-carboxylate C(C)(C)(C)OC(=O)N1CC(N(CC1)C=1C2=C(N=CN1)N(C=C2N2CCCC2)C2=NC=CC(=C2)C#N)(C)C.C(CC)OC2=CC=C(OCCCN1CCOCC1)C=C2